Cl.N1C(=NC=C2C=CC=3C(=C12)C=CN3)N Azolo[5,4-H]quinazolin-2-amine hydrochloride